OC1=C(CN[C@H]2C(O)O[C@@H]([C@H]([C@@H]2O)O)CO)C=CC=C1 2-Deoxy-2-[(2-hydroxybenzyl)amino]-D-glucopyranose